(R)-3-((6-methoxy-2-methyl-1,2,3,4-tetrahydroisoquinolin-7-yl)amino)-5-((2-(1-methoxyethyl)phenyl)amino)-1,2,4-triazine-6-carboxamide COC=1C=C2CCN(CC2=CC1NC=1N=NC(=C(N1)NC1=C(C=CC=C1)[C@@H](C)OC)C(=O)N)C